(R/S)-1-(3,3-difluoro-1-methylpiperidin-4-yl)-8-(6-(methoxy-d3)pyridin-3-yl)-3-methyl-1,3-dihydro-2H-imidazo[4,5-c]quinolin-2-one FC1(CN(CC[C@H]1N1C(N(C=2C=NC=3C=CC(=CC3C21)C=2C=NC(=CC2)OC([2H])([2H])[2H])C)=O)C)F |r|